(phenylcarbazolyl)terphenyl C1(=CC=CC=C1)C1=C(C=2NC3=CC=CC=C3C2C=C1)C1=C(C=CC=C1)C=1C(=CC=CC1)C1=CC=CC=C1